NC1=NC=C(C2=C1C(=NN2[C@@H]2CNCC2)C#CC=2C=CC1=CN(N=C1C2)C)C(C)=O (S)-1-(4-amino-3-((2-methyl-2H-indazol-6-yl)ethynyl)-1-(pyrrolidin-3-yl)-1H-pyrazolo[4,3-c]pyridin-7-yl)ethanone